2-lauryl-4,6-diamino-s-triazine C(CCCCCCCCCCC)C1=NC(=NC(=N1)N)N